O[C@@H]1[C@@H](CC[C@@H]1O)NC(C(=O)C1=C(C(=C(N1C)C)C(=O)NC1=CC(=C(C=C1)F)C)C)=O 5-(2-(((1R,2R,3S)-2,3-dihydroxycyclopentyl)amino)-2-oxoacetyl)-N-(4-fluoro-3-methylphenyl)-1,2,4-trimethyl-1H-pyrrole-3-carboxamide